C1CC12CN(CC2)CC2=CC(=C1CN(C(C1=C2)=O)C2=NC(=CC(=C2)C=2C=C(C#N)C=CC2C2=NN=CN2C)NCC2CC2)C(F)(F)F 3-[2-(6-{5-azaspiro[2.4]heptan-5-ylmethyl}-1-oxo-4-(trifluoromethyl)-3H-isoindol-2-yl)-6-[(cyclopropylmethyl)amino]pyridin-4-yl]-4-(4-methyl-1,2,4-triazol-3-yl)benzonitrile